FC1=C(C=CC=C1)S(=O)(=O)NNC(=O)C=1C=C(C=C(C1)C)C1=NC=CC(=C1)CC(C(=O)N)=C ((2-(3-(2-((2-fluorophenyl)sulfonyl)hydrazine-1-carbonyl)-5-methylphenyl)pyridin-4-yl)methyl)acrylamide